C(C)(C)(C)OC(CCCCCCCCCCCCCC1CC1)=O.FC=1C=C2C(=C(COC2=CC1)C(=O)N1CCN(CC1)C)C1=CC=C(C=C1)F (6-fluoro-4-(4-fluorophenyl)-2H-chromen-3-yl)(4-methylpiperazin-1-yl)methanone tert-butyl-14-cyclopropyltetradecanoate